N,N'-Methylenebismorpholin C(N1CCOCC1)N1CCOCC1